(S)-2-(3,4-dimethylpiperazin-1-yl)-4-fluoro-5-(6-morpholinopyridin-2-yl)aniline C[C@H]1CN(CCN1C)C1=C(N)C=C(C(=C1)F)C1=NC(=CC=C1)N1CCOCC1